2-bromo-N-((6-cyclopropyl-8-(7,7-difluorohexahydropyrrolo[1,2-a]pyrazin-2(1H)-yl)imidazo[1,2-a]pyridin-2-yl)methyl)pyridin-4-amine BrC1=NC=CC(=C1)NCC=1N=C2N(C=C(C=C2N2CC3N(CC2)CC(C3)(F)F)C3CC3)C1